N,N'-bis(naphthalen-2-yl)-N,N'-diphenylbenzene-1,4-diamine C1=C(C=CC2=CC=CC=C12)N(C1=CC=C(C=C1)N(C1=CC=CC=C1)C1=CC2=CC=CC=C2C=C1)C1=CC=CC=C1